N-(2,4-difluorobenzyl)-1-(2-fluorobenzyl)-3,4-dimethyl-2-oxo-1,2,3,4-tetrahydroquinazoline-7-carboxamide FC1=C(CNC(=O)C2=CC=C3C(N(C(N(C3=C2)CC2=C(C=CC=C2)F)=O)C)C)C=CC(=C1)F